OC1=C(C=C(C=C1)F)N=C1C=CC2=C(CC(OC2=C1)=O)C 7-((2-hydroxy-5-fluorophenyl)imino)-4-methylcoumarin